C1(CC1)C=1C=C2C(=NN(C(C2=CC1)=O)CC(=O)NC1=NC=NC=C1F)C(C)C 2-(6-cyclopropyl-1-oxo-4-propan-2-ylphthalazin-2-yl)-N-(5-fluoropyrimidin-4-yl)acetamide